ClC1=CC(=C(C=C1F)N1CCNCC1)F 1-(4-Chloro-2,5-difluorophenyl)piperazine